FC1CCN(CC1)C(=O)C=1C=NN2C1C=CC=C2C2=CC=C1CCNC(C1=C2)=O 7-(3-(4-fluoropiperidine-1-carbonyl)pyrazolo[1,5-a]Pyridin-7-yl)-3,4-dihydroisoquinoline-1(2H)-one